CC1(CC(=C(CC1)C=O)C=1SC=CC1)C 4,4-dimethyl-2-(thiophen-2-yl)cyclohex-1-en-1-Formaldehyde